CN1C=C(C=C(C1=O)C)NC=1C(=NC(=C(N1)NC)C=1C2=C(C=NC1)N(C=N2)C)C(=O)O 3-[(1,5-dimethyl-6-oxo-3-pyridyl)amino]-5-(methylamino)-6-(3-methylimidazo[4,5-c]pyridin-7-yl)pyrazine-2-carboxylic acid